COC1=C(C=CC=C1)C1CCN(CC1)[C@H]1CC2(CN(C2)C=2N=NC=CC2)CC1 (R)-6-(4-(2-methoxyphenyl)piperidin-1-yl)-2-(pyridazin-3-yl)-2-azaspiro[3.4]octane